[Pd].[Pd].C1(=CC=CC=C1)C=CC(C=CC1=CC=CC=C1)=O 1,5-diphenylpenta-1,4-dien-3-one dipalladium